[N+](=O)([O-])C1=C(COC(=O)NC2=CC=CC=C2)C(=CC=C1)[N+](=O)[O-] N-(2,6-dinitrobenzyloxy)carbonylaniline